(Rac)-ethyl-3-(2-chloro-6-(piperidin-1-yl)-9H-purin-9-yl)-4-(2-ethoxy-2-oxoethyl)-tetrahydrothiophene-3-carboxylate C(C)OC(=O)C1(CSCC1CC(=O)OCC)N1C2=NC(=NC(=C2N=C1)N1CCCCC1)Cl